N-[rac-(1S)-2-[2-(3-amino-3-oxo-propyl)-2-(2-chloro-2-fluoro-acetyl)hydrazino]-1-(1-bicyclo[1.1.1]pentanylmethyl)-2-oxo-ethyl]-1H-benzimidazole-2-carboxamide NC(CCN(NC([C@H](CC12CC(C1)C2)NC(=O)C2=NC1=C(N2)C=CC=C1)=O)C(C(F)Cl)=O)=O |r|